N-((2S,3S)-2-((2-fluoro-3'-methylbiphenyl-3-yl)methyl)-1-(2-hydroxy-2-methylpropanoyl)pyrrolidin-3-yl)methanesulfonamide FC1=C(C=CC=C1C[C@@H]1N(CC[C@@H]1NS(=O)(=O)C)C(C(C)(C)O)=O)C1=CC(=CC=C1)C